CNCC=1C(NC(N([C@H]2[C@H](O)[C@H](O)[C@@H](CO)O2)C1)=S)=O 5-Methylaminomethyl-2-thio-uridine